C(#C)C1=CC2=C(N(C(=N2)C)C)C=C1 5-ethynyl-1,2-dimethyl-1H-benzo[d]imidazole